N1-(6-(4-Isopropyl-4H-1,2,4-triazol-3-yl)pyridin-2-yl)-N3-(1-methyl-1H-imidazol-5-yl)isophthalamide C(C)(C)N1C(=NN=C1)C1=CC=CC(=N1)NC(C1=CC(C(=O)NC2=CN=CN2C)=CC=C1)=O